(S)-4-(((S)-3-fluoro-2-methoxypropyl)(4-(5,6,7,8-tetrahydro-1,8-naphthyridin-2-yl)butyl)amino)-2-(1-(6-methoxypyridin-2-yl)cyclopropane-1-carboxamido)butanoic acid FC[C@H](CN(CC[C@@H](C(=O)O)NC(=O)C1(CC1)C1=NC(=CC=C1)OC)CCCCC1=NC=2NCCCC2C=C1)OC